C(C)(C)(C)C1=NC=CC(=C1)C1CCC2(CN(C2)C(=O)C2CC(C2)(C)O)CC1 (7-(2-(tert-Butyl)pyridin-4-yl)-2-azaspiro[3.5]nonan-2-yl)((1s,3s)-3-hydroxy-3-methylcyclobutyl)methanone